BrC1=C(C2=C(CN3[C@@H](CO2)CN(CC3)C(=O)OC(C)(C)C)C=C1OCCN1CCCCC1)F Tert-butyl (12aR)-9-bromo-10-fluoro-8-[2-(piperidin-1-yl)ethoxy]-3,4,12,12a-tetrahydro-6H-pyrazino[2,1-c][1,4]benzoxazepine-2(1H)-carboxylate